CN1N=CC2=CC(=CC=C12)C1=CC=C(CN2C(C3=NC=CC=C3C2=O)([2H])[2H])C=C1 6-(4-(1-methyl-1H-indazol-5-yl)benzyl)-6,7-dihydro-5H-pyrrolo[3,4-b]pyridin-5-one-7,7-d2